FC1=CC=C(C=C1)N1C(=NC=2C=NC=3C=CC(=CC3C21)C=2C=NC(=NC2)N2CCOCC2)C 4-(5-(1-(4-fluorophenyl)-2-methyl-1H-imidazo[4,5-c]quinolin-8-yl)pyrimidin-2-yl)morpholine